ethyl 2-{5-[2-(3,5-difluorophenyl)propan-2-yl]-4H-1,2,4-triazol-3-yl}acetate FC=1C=C(C=C(C1)F)C(C)(C)C=1NC(=NN1)CC(=O)OCC